3-fluoro-N-{4-fluoro-3-[5-(5-fluoropyridin-2-yl)-2H-pyrazolo[3,4-b]pyridin-2-yl]phenyl}azetidine-1-carboxamide FC1CN(C1)C(=O)NC1=CC(=C(C=C1)F)N1N=C2N=CC(=CC2=C1)C1=NC=C(C=C1)F